CN1CCN(CC1)[C@H]1C[C@H](C1)NC1=NN2C(C=N1)=C(C=C2)C2=NC1=CC=CN=C1C=C2 N-(cis-3-(4-methylpiperazin-1-yl)cyclobutyl)-5-(1,5-naphthyridin-2-yl)pyrrolo[2,1-f][1,2,4]triazin-2-amine